Methyl 2-(tert-butoxycarbonyl)-4-(difluoromethyl)-2-azabicyclo[2.1.1]hexane-1-carboxylate C(C)(C)(C)OC(=O)N1C2(CC(C1)(C2)C(F)F)C(=O)OC